(2R,3R)-2-amino-3-(1H-indol-3-yl)-4-methylhexanoic acid N[C@@H](C(=O)O)[C@H](C(CC)C)C1=CNC2=CC=CC=C12